FC=1C=CC2=C(NC(=NS2(=O)=O)NCC2=NC=CC=C2F)C1[C@H](CC)C1=C(C=CC=C1)F (R)-6-fluoro-5-(1-(2-fluorophenyl)propyl)-3-(((3-fluoropyridin-2-yl)methyl)amino)-4H-benzo[e][1,2,4]thiadiazine 1,1-dioxide